catechol-d6 [2H]C1=C(C(=C(C(=C1[2H])O[2H])O[2H])[2H])[2H]